S1C=NC2=C1C=C(C=C2)S(=O)(=O)N2N=C1C(=C2)CN(C1)C(C(CO)C1=CC=NC=C1)=O 1-[2-(1,3-benzothiazole-6-sulfonyl)-2H,4H,5H,6H-pyrrolo[3,4-c]pyrazol-5-yl]-3-hydroxy-2-(pyridin-4-yl)propan-1-one